C(C)(C)C=1C=C(C=CC1)C12CCN(CC2C1)C(=O)C1CC2(C1)NC(OC2)=O (rac)-(2s,4s)-2-(6-(3-isopropylphenyl)-3-azabicyclo[4.1.0]heptane-3-carbonyl)-7-oxa-5-azaspiro[3.4]octan-6-one